N[C@@]1(CN(CC1)C=1C(=NC=CC1C(=O)N[C@@H](C)C1=CC=CC=C1)C1=CC(=CC(=C1)F)F)C 3-[(3S)-3-amino-3-methylpyrrolidin-1-yl]-2-(3,5-difluorophenyl)-N-[(1S)-1-phenylethyl]pyridine-4-carboxamide